(2-chloro-5-fluorophenyl)-2-(3-fluoro-5-(trifluoromethyl)phenyl)-8,9-dihydro-7H-pyrrolo[3,4-H]quinazolin-7-one ClC1=C(C=C(C=C1)F)C1=NC(=NC2=C3C(=CC=C12)C(NC3)=O)C3=CC(=CC(=C3)C(F)(F)F)F